(9H-fluoren-9-yl)methyl (1-(4-((2,2-dimethyl-4,18-dioxo-3,8,11,14-tetraoxa-5,17-diazahenicosan-21-yl)oxy)-5-methoxy-2-nitrophenyl)ethyl)carbamate CC(C)(OC(NCCOCCOCCOCCNC(CCCOC1=CC(=C(C=C1OC)C(C)NC(OCC1C2=CC=CC=C2C=2C=CC=CC12)=O)[N+](=O)[O-])=O)=O)C